C(#N)C1=C(C=CC(=C1)F)C1(CC1)C(=O)N[C@H](C(=O)O)CCN(CCCCC1=NC=2NCCCC2C=C1)C[C@@H](CF)OC (S)-2-(1-(2-cyano-4-fluorophenyl)cyclopropane-1-carboxamido)-4-(((S)-3-fluoro-2-methoxypropyl)(4-(5,6,7,8-tetrahydro-1,8-naphthyridin-2-yl)butyl)amino)butanoic acid